4-vinylphenyl carbonate C(OC1=CC=C(C=C1)C=C)([O-])=O